7-(3-Chlorophenyl)-N-[(4S)-3,4-dihydro-2H-chromen-4-yl]-3-methoxythieno[2,3-c]pyridine-2-carboxamide ClC=1C=C(C=CC1)C=1N=CC=C2C1SC(=C2OC)C(=O)N[C@H]2CCOC1=CC=CC=C21